C(CCC)C1=NC2(C(N1CC1=CC(=C(C=C1)C=1C(=CC=CC1)S(=O)(=O)NC1=NOC(=C1Cl)C)COC(C)C)=O)CCCC2 4'-((2-Butyl-4-oxo-1,3-diazaspiro[4.4]non-1-en-3-yl)methyl)-N-(4-chloro-5-Methylisoxazol-3-yl)-2'-(isopropoxymethyl)-[1,1'-biphenyl]-2-sulfonamide